4-((7-(4-(2-(2-Aminopyridin-3-yl)-5-phenyl-3H-imidazo[4,5-b]pyridin-3-yl)benzyl)-7-azaspiro[3.5]nonan-2-yl)amino)pyrimidine-2-carbonitrile NC1=NC=CC=C1C1=NC=2C(=NC(=CC2)C2=CC=CC=C2)N1C1=CC=C(CN2CCC3(CC(C3)NC3=NC(=NC=C3)C#N)CC2)C=C1